The molecule is a branched amino heptasaccharide made up from two repeating (1->3)-linked N-acetyl-alpha-D-galactosaminyl-(1->3)-[alpha-L-fucosyl-(1->2)]-beta-D-galactosyl units that are in turn joined to an N-acetyl-beta-D-glucosamine residue via a (1->4)-linkage. It is an amino heptasaccharide, a galactosamine oligosaccharide and a glucosamine oligosaccharide. C[C@H]1[C@H]([C@H]([C@@H]([C@@H](O1)O[C@@H]2[C@H]([C@H]([C@H](O[C@H]2O[C@@H]3[C@H]([C@H](O[C@@H]([C@@H]3O)CO)O[C@H]4[C@H]([C@H](O[C@H]([C@@H]4O[C@H]5[C@H]([C@@H]([C@@H]([C@@H](O5)C)O)O)O)O[C@@H]6[C@H](O[C@H]([C@@H]([C@H]6O)NC(=O)C)O)CO)CO)O)NC(=O)C)CO)O)O[C@@H]7[C@@H]([C@H]([C@H]([C@H](O7)CO)O)O)NC(=O)C)O)O)O